C(#N)C=1C=CC(=C(C1)C1=CC(=NC=C1C(=O)NC=1SC2=C(N1)CN(C2)S(NCCC)(=O)=O)C)OC 4-(5-cyano-2-methoxyphenyl)-6-methyl-N-(5-(N-propylsulfamoyl)-5,6-dihydro-4H-pyrrolo[3,4-d]thiazol-2-yl)nicotinamide